CC1C(CC2(CC12)C(C)C)=O 4-methyl-1-propan-2-ylbicyclo[3.1.0]hexan-3-one